FC(C(=O)N[C@@H]1[C@H](CNCC1)C)(OC1=CC=CC=C1)F 2,2-difluoro-N-((3s,4s)-3-methylpiperidin-4-yl)-2-phenoxyacetamide